2-(cis-1-benzyl-5-methylpiperidin-3-yl)-6-bromo-1,2,3,4-tetrahydroisoquinoline C(C1=CC=CC=C1)N1C[C@H](C[C@H](C1)C)N1CC2=CC=C(C=C2CC1)Br